C1(CC1)N1CCN(CC1)C(=O)C1=CC=C(C=C1)C1CC2(CC(C2)C#N)CCN1CC1=C2C=CNC2=C(C=C1OC)C 6-(4-(4-cyclopropylpiperazine-1-carbonyl)phenyl)-7-((5-methoxy-7-methyl-1H-indol-4-yl)methyl)-7-azaspiro[3.5]nonane-2-carbonitrile